2-fluoro-1-(6-(3-(4-(trifluoromethyl)phenyl)-1H-pyrazolo[3,4-b]pyridin-1-yl)indolin-1-yl)prop-2-en-1-one methyl-5-chloro-2-cyclopropyl-pyrazole-3-carboxylate COC(=O)C=1N(N=C(C1)Cl)C1CC1.FC(C(=O)N1CCC2=CC=C(C=C12)N1N=C(C=2C1=NC=CC2)C2=CC=C(C=C2)C(F)(F)F)=C